C(#N)C1=NC2=CC(=CC(=C2N=C1NCC1CC1)[C@@H](C)NC1=C(C(=O)O)C=CC=C1)C (R)-2-((1-(2-cyano-3-((cyclopropylmethyl)amino)-7-methylquinoxalin-5-yl)ethyl)amino)benzoic acid